N[C@@H]1[C@H](CC(OC1)(C)C)O (4S,5S)-5-amino-2,2-dimethyl-tetrahydro-2H-pyran-4-ol